N2-tert-butyl-6-cyclopropyl-7-(3-fluorophenyl)-3,4-dihydropyrrolo[1,2-a]pyrazine-2,8(1H)-dicarboxamide C(C)(C)(C)NC(=O)N1CC=2N(CC1)C(=C(C2C(=O)N)C2=CC(=CC=C2)F)C2CC2